C(C)CC(CC(=O)[O-])=O.C(C)CC(CC(=O)[O-])=O.C(C)CC(CC(=O)[O-])=O.C(CCC)O[Zr+3] mono-n-butoxyzirconium tris(ethylacetoacetate)